(2-amino)thiazole NC=1SC=CN1